ClC1=C(C(=O)NC(=O)NC2=CC=C(C=C2)OC(F)(F)F)C=CC=C1 2-chloro-N-[[[4-(trifluoromethoxy)phenyl]amino]carbonyl]benzamide